FC1=CC=C(CN2C(CC3=CC(=CC=C23)C(=O)N)=O)C=C1 (4-Fluorobenzyl)-2-oxoindoline-5-carboxamide